ClC=1C(=C(C(=O)O)C=CC1)NC(C1=CC=C(C=C1)OC)=O 3-chloro-2-[(4-methoxybenzoyl)amino]Benzoic acid